NCC=1C(=C(C=O)C=CN1)OC1CC1 2-(AMINOMETHYL)-3-CYCLOPROPOXYISONICOTINALDEHYDE